3-(6-chloro-2-((1-((dimethylamino)meth-yl)cyclopropyl)methoxy)-8-fluoro-7-(3-hydroxy-naphthalen-1-yl)quinazolin-4-yl)-3,8-diazabicyclo[3.2.1]octan-6-ol ClC=1C=C2C(=NC(=NC2=C(C1C1=CC(=CC2=CC=CC=C12)O)F)OCC1(CC1)CN(C)C)N1CC2CC(C(C1)N2)O